Methyl (rac)-2-(3-{1-[3,5-bis(trifluoromethyl) benzoylamino] ethyl} pyrazin-2-yl)-1,3-thiazole-5-carboxylate FC(C=1C=C(C(=O)N[C@H](C)C=2C(=NC=CN2)C=2SC(=CN2)C(=O)OC)C=C(C1)C(F)(F)F)(F)F |r|